ClC=1C=C(C=C(C1)NS(=O)(=O)C)NC(=O)C=1SC(=C(C1)C1=NC=C(C=C1OCC(F)(F)F)N1CC(C1)(F)F)C N-(3-chloro-5-(methylsulfonamido)phenyl)-4-(5-(3,3-difluoroazetidin-1-yl)-3-(2,2,2-trifluoroethoxy)pyridin-2-yl)-5-methylthiophene-2-carboxamide